BrCC1=CC(=C(C(C=O)=C1)O)C(C)(C)C 5-bromomethyl-3-t-butyl-salicylaldehyde